1-[6-[4-(hydroxymethyl)cyclohexyl]-1-methyl-indazol-3-yl]hexahydropyrimidine-2,4-dione OCC1CCC(CC1)C1=CC=C2C(=NN(C2=C1)C)N1C(NC(CC1)=O)=O